ClC=1C=C(CC2=NOC(=N2)CC(C(=O)O)=C)C=C(C1)Cl 2-((3-(3,5-dichlorobenzyl)-1,2,4-oxadiazol-5-yl)methyl)acrylic acid